(2-(1-methoxyethyl)phenyl)-4,4,5,5-tetramethyl-1,3,2-dioxaborolan COC(C)C1=C(C=CC=C1)B1OC(C(O1)(C)C)(C)C